Tert-butyl N-[5-[[2-[(2S,5R)-2-(3-chloro-4-Fluoro-phenyl)-5-methyl-1-piperidyl]-2-oxo-acetyl]amino]-3-methyl-2-pyridyl]carbamate ClC=1C=C(C=CC1F)[C@H]1N(C[C@@H](CC1)C)C(C(=O)NC=1C=C(C(=NC1)NC(OC(C)(C)C)=O)C)=O